C(C1=CC=CC=C1)OC=1C=CC=C2C=C(N(C12)CC1CC1)\C=C(/C)\[N+](=O)[O-] (E)-7-(benzyloxy)-1-(cyclopropylmethyl)-2-(2-nitroprop-1-en-1-yl)-1H-indole